1-(5-bromopyridin-2-yl)cyclobutan-1-ol BrC=1C=CC(=NC1)C1(CCC1)O